N[C@H]1[C@H]2CC[C@@H](C1)N2C=2N(C(C1=C(N2)NC=C1C1=C(C2=C(N(N=C2C=C1)C)C)Cl)=O)C 2-((1R,2R,4S)-2-amino-7-aza-bicyclo[2.2.1]heptan-7-yl)-5-(4-chloro-2,3-dimethyl-2H-indazol-5-yl)-3-methyl-3,7-dihydro-4H-pyrrolo[2,3-d]pyrimidin-4-one